C1(=CC=CC=C1)[C@@H]1CNC[C@H]1OC=1SC=C(N1)C=1C=NC=CC1 |r| (±)-trans-3-phenyl-4-{[4-(pyridin-3-yl)-1,3-thiazol-2-yl]Oxy}pyrrolidine